(S)-1-(3-(((S)-tetrahydrofuran-3-yl)oxy)phenyl)ethan-1-amine hydrochloride Cl.O1C[C@H](CC1)OC=1C=C(C=CC1)[C@H](C)N